nitrobenzyl-umbelliferone C1=CC(=CC=C1CC2=CC3=C(C=C(C=C3)O)OC2=O)[N+](=O)[O-]